[C@@H]1([C@H](O)[C@H](O)[C@@H](CO)O1)N1C=CC=2C(O)=NC=NC12 7-deaza-inosine